C1(CCCCCCC1)OC(C(C(C(=O)O)=C)OC)=O 4-(cyclooctyloxy)-3-methoxy-2-methylene-4-oxobutanoic acid